(Z)-N-(4-bromophenyl)-2-(2-oxo-5-(trifluoromethoxy)indolin-3-ylidene)hydrazinecarbothioamide BrC1=CC=C(C=C1)NC(=S)N\N=C\1/C(NC2=CC=C(C=C12)OC(F)(F)F)=O